phenoxyazetidin O(C1=CC=CC=C1)N1CCC1